C(C1=CC=CC=C1)OC1=CC(=C(C=C1)Br)I 4-benzyloxy-1-bromo-2-iodo-benzene